NC1=NC=2C=CC(=CC2C2=C1N(N=C2)C)C(=O)N([C@@H]2COC1=C2C=CC(=C1)C(F)(F)F)C 4-amino-N,3-dimethyl-N-((3S)-6-(trifluoromethyl)-2,3-dihydro-1-benzofuran-3-yl)-3H-pyrazolo[3,4-c]quinoline-8-carboxamide